[Pt](Cl)Cl.C(CCC)P(CCCC)CCCC.C(CCC)P(CCCC)CCCC trans-bis(tributylphosphine) platinum dichloride